COC=1C=C(C=CC1C)NC(=O)[C@H]1C[C@@H](CC1)N1C(C2=CC(=CC(=C2C1)C)[N+](=O)[O-])=O (1R,3R)-N-(3-Methoxy-4-methylphenyl)-3-(4-methyl-6-nitro-1-oxoisoindolin-2-yl)cyclopentanecarboxamide